3,6,6-trimethyl-4-oxo-4,5,6,7-tetrahydro-1H-indazole CC1=NNC=2CC(CC(C12)=O)(C)C